7-Bromo-2-(1-(tert-butoxycarbonyl)-1,2,5,6-tetrahydropyridin-3-yl)-1H-indole-5-carboxylic acid BrC=1C=C(C=C2C=C(NC12)C=1CN(CCC1)C(=O)OC(C)(C)C)C(=O)O